tert-butyl 5-bromo-1-(methoxymethyl)-3-oxoisoindoline-2-carboxylate BrC=1C=C2C(N(C(C2=CC1)COC)C(=O)OC(C)(C)C)=O